[N+](=O)([O-])C1=CC=C(C=C1)N(C([O-])=O)CCOC 4-Nitrophenyl(2-methoxyethyl)carbamate